1-(3-Cyclopropylpyridin-4-yl)-7-methoxy-3-methyl-8-(1-methyl-1H-pyrazol-4-yl)-1,3-dihydroimidazo[4,5-c]quinolin-2-one C1(CC1)C=1C=NC=CC1N1C(N(C=2C=NC=3C=C(C(=CC3C21)C=2C=NN(C2)C)OC)C)=O